O1CCOC2=C1C=CC=C2C2=NC(=CC(=C2)NC(=O)C2CCNCC2)OC 4-[2-(2,3-Dihydro-benzo[1,4]dioxin-5-yl)-6-methoxy-pyridin-4-yl-carbamoyl]-piperidin